BrC=1C=CC=C2C(=NC(=NC12)NCC1CCCCC1)N[C@H](C)C(C)(C)C (R)-8-bromo-N2-(cyclohexylmethyl)-N4-(3,3-dimethylbutan-2-yl)quinazoline-2,4-diamine